2-(4-Methylphenoxy)ethanol CC1=CC=C(OCCO)C=C1